CS(=O)(=O)C(C#N)CC (methylsulfonyl)butanenitrile